C(C)(=O)C1=NN(C2=CC=C(C=C12)C=1C=NC(=NC1)C)CC(=O)N1[C@@H]2C[C@@]2(C[C@H]1C(=O)N[C@@H](C)CCCC)C (1R,3S,5R)-2-(2-(3-acetyl-5-(2-methylpyrimidin-5-yl)-1H-indazol-1-yl)acetyl)-N-((S)-hexan-2-yl)-5-methyl-2-azabicyclo[3.1.0]hexane-3-carboxamide